di-n-butyl (1-methylbenzylidene)malonate CC1(C=C(C(=O)OCCCC)C(=O)OCCCC)CC=CC=C1